NCCC=1C=NC(=NC1)C1=C(C=C(C#N)C=C1)OC=1N(N=C(C1)N(CCOC(C)C)C)C 4-[5-(2-aminoethyl)pyrimidin-2-yl]-3-[2-methyl-5-[methyl(2-propan-2-yloxyethyl)amino]pyrazol-3-yl]oxybenzonitrile